ClC1=CC=C(C=C1)NC(=N)NNC(=N)N p-chlorophenyl-biguanidine